1,2-dioleyl-N,N-dimethylaminopropane C(CCCCCCC\C=C/CCCCCCCC)C(C(C)CCCCCCCC\C=C/CCCCCCCC)N(C)C